COC(=O)C1=NN(C=C1)C(NC)=O (methylcarbamoyl)-1H-Pyrazole-3-carboxylic acid methyl ester